tert-butyl ((1S,4S)-4-((2-(trifluoromethyl)benzo[b]thiophen-4-yl)amino) cyclohexyl)carbamate FC(C1=CC2=C(S1)C=CC=C2NC2CCC(CC2)NC(OC(C)(C)C)=O)(F)F